5-bromo-benzo[d]thiazole BrC=1C=CC2=C(N=CS2)C1